C[C@@H]1C[C@@H](OC=2CCCC(C12)=O)CCC cis-4-methyl-2-propyl-2,3,4,6,7,8-hexahydro-5H-chromen-5-one